Pyridazine-1,4-diol N1(NC=C(C=C1)O)O